triisopropyl-silicon acetate C(C)(=O)[O-].C(C)(C)[Si+](C(C)C)C(C)C